[O].[Eu].[Zr].[Gd] Gadolinium-zirconium-europium oxygen